4-(2-((6-(1-Isopropyl-1H-pyrazol-3-yl)-5-methyl-2-(1-methyl-1H-imidazol-2-yl)thieno[2,3-d]pyrimidin-4-yl)amino)ethyl)thiomorpholine 1,1-dioxide C(C)(C)N1N=C(C=C1)C1=C(C2=C(N=C(N=C2NCCN2CCS(CC2)(=O)=O)C=2N(C=CN2)C)S1)C